2,3-dihydro-1H-indol-2-one N1C(CC2=CC=CC=C12)=O